C1(CCCC1)N1C(CN(C=2C(N[C@](NC12)(N)NC=1C=C2CCCN(C2=CC1OC)C(CN1CCOCC1)=O)=O)C)CC (R)-8-cyclopentyl-7-ethyl-2-{[7-methoxy-1-(2-morpholinoacetyl)-1,2,3,4-tetrahydroquinolin-6-yl]amino}-5-methyl-7,8-dihydropterin